Di-tert-butyl (((6-azidohexanoyl)azanediyl)bis(ethane-2,1-diyl))dicarbamate N(=[N+]=[N-])CCCCCC(=O)N(CCNC(OC(C)(C)C)=O)CCNC(OC(C)(C)C)=O